4-bromo-6-methylfuro[2,3-c]pyridin-7(6H)-one BrC=1C2=C(C(N(C1)C)=O)OC=C2